3-(4-(azetidin-3-yloxy)phenoxy)-2-(2-(1,1-difluoroethyl)-4-fluorophenyl)-6-(tetrahydro-2H-pyran-2-yl)-6H-thieno[2,3-e]indazole hydrochloride Cl.N1CC(C1)OC1=CC=C(OC2=C(SC3=C4C=NN(C4=CC=C32)C3OCCCC3)C3=C(C=C(C=C3)F)C(C)(F)F)C=C1